2-(4-fluorophenyl)-2-(4-methoxyphenyl)-1,4-diphenyl-butane-1,4-dione FC1=CC=C(C=C1)C(C(=O)C1=CC=CC=C1)(CC(=O)C1=CC=CC=C1)C1=CC=C(C=C1)OC